1-isobutyl-3-sec-butylimidazolium C(C(C)C)N1C=[N+](C=C1)C(C)CC